FC1=CC=C(C=C1)C1=C(N=C(C2=CC(=CC=C12)OC)O[C@@H]1CN(CC1)C(=O)OC(C)(C)C)C(C)C tert-butyl (3S)-3-[[4-(4-fluorophenyl)-3-isopropyl-7-methoxy-1-isoquinolyl]oxy]pyrrolidine-1-carboxylate